C1(CCCCC1)CN1CC(CC2=CC=CC=C12)CNC(C=C)=O N-((1-(cyclohexylmethyl)-1,2,3,4-tetrahydroquinolin-3-yl)methyl)acrylamide